[Cu+2].[Ni+2].[SH3+] sulfonium nickel copper